[2-(methacryloyl-oxy)-ethyl]-dimethylamine C(C(=C)C)(=O)OCCN(C)C